FC(C(=O)O)(F)F.C(#N)CC(N1N=CC(=C1)C=1C2=C(N=CN1)NC=C2)C=2C=C(C(=O)NC1=CC=C(C=C1)OC1=CC=CC=C1)C=CC2 3-{2-cyano-1-[4-(7H-pyrrolo-[2,3-d]pyrimidin-4-yl)-1H-pyrazol-1-yl]ethyl}-N-(4-phenoxyphenyl)benzamide trifluoroacetate